C(C)C(CC)C(C(C(C(CC)CC)=O)C)=O 3,7-diethyl-5-methylnonane-4,6-dione